4-(5-ethoxy-4-(1-methyl-1H-indazol-5-yl)-1-(piperidin-4-ylmethyl)-1H-pyrazol-3-yl)-2-fluorobenzonitrile C(C)OC1=C(C(=NN1CC1CCNCC1)C1=CC(=C(C#N)C=C1)F)C=1C=C2C=NN(C2=CC1)C